(S)-4-(5-((5-(ethoxycarbonyl)-6-(3-fluoro-2-methylphenyl)-2-(thiazol-2-yl)-3,6-dihydropyrimidin-4-yl)methyl)-1-oxo-1,3,4,5,6,7-hexahydro-2H-pyrrolo[3,4-c]pyridin-2-yl)benzoic acid C(C)OC(=O)C1=C(NC(=N[C@H]1C1=C(C(=CC=C1)F)C)C=1SC=CN1)CN1CC2=C(CC1)C(N(C2)C2=CC=C(C(=O)O)C=C2)=O